C(C)(=O)C1=C(C=C(C(=C1F)C=1C=NC(=CC1)CO[Si](C)(C)C(C)(C)C)F)N(C(C1=C(C=CC(=C1)C#N)Cl)=O)C(C1=C(C=CC(=C1)C#N)Cl)=O N-(2-acetyl-4-(6-(((tert-butyldimethylsilyl)oxy)methyl)pyridin-3-yl)-3,5-difluorophenyl)-2-chloro-N-(2-chloro-5-cyanobenzoyl)-5-cyanobenzamide